4-(8,9-dimethoxypyrazolo[1,5-c]quinazoline-1-carbonyl)piperazine-1-sulfonamide COC=1C(=CC=2C=3N(C=NC2C1)N=CC3C(=O)N3CCN(CC3)S(=O)(=O)N)OC